D,L-valinol N[C@@H](C(C)C)CO |r|